C(#N)C=1C(=NC(=NC1)SC)NCC12CC3C(C(CC(C1)C3)C2)NC(OC(C)(C)C)=O tert-butyl N-[5-({[5-cyano-2-(methylsulfanyl)pyrimidin-4-yl]amino}-methyl)adamantan-2-yl]carbamate